(2-ethoxy-3-pyridinyl)-3-isopropyl-1-methyl-N-[(2-methyloxazol-4-yl)methyl]pyrazolo[3,4-b]pyridin-4-amine C(C)OC1=NC=CC=C1C1=C(C2=C(N=C1)N(N=C2C(C)C)C)NCC=2N=C(OC2)C